C(C)(CCC)NCCNC(C)CCC N1,N2-di-sec-pentylethane-1,2-diamine